C(C)[Si](OC)(OC)CC Diethyl-dimethoxysilan